ClC1=CC=C(C(=O)NC(C(=O)SCC2=CC=CC=C2)CC2=CC(NC3=CC=CC=C23)=O)C=C1 S-Benzyl 2-(4-chlorobenzoylamino)-3-(2-oxo-1,2-dihydroquinolin-4-yl)thiopropionate